CC1=C(C=CC(=C1)C1=CC=CN2C1=NS(CC2)(=O)=O)C2=CC=CC=C2 9-(2-methylbiphenyl-4-yl)-3,4-dihydropyrido[2,1-c][1,2,4]thiadiazine 2,2-dioxide